O1[C@H](COC2=C1C=CC=C2)CNCCCOC2=CC1=C(OCO1)C=C2 5-(3-[((2S)-1,4-benzodioxan-2-ylmethyl)amino]propoxy)-1,3-benzo-dioxole